C(=CC)N1CC(CC1)C=1C=C(C=C2C=NC=NC12)C=1C=CCN(C1)C1=CC(=CC=C1)C(F)(F)F 5-(8-(1-propenylpyrrolidin-3-yl)quinazolin-6-yl)-N-(3-(trifluoromethyl)phenyl)pyridine